C1(CC1)C1=C(C(=NO1)C1=C(C=CC=C1Cl)Cl)C1=CC2(C1)CCN(CC2)C2=NN(C1=CC=CC=C21)C 3-(2-(5-Cyclopropyl-3-(2,6-dichlorophenyl)isoxazol-4-yl)-7-azaspiro[3.5]non-1-en-7-yl)-1-methyl-1H-indazol